2-Bromo-4-[(4-phenyl-1-piperidinyl)sulfonyl]benzonitrile BrC1=C(C#N)C=CC(=C1)S(=O)(=O)N1CCC(CC1)C1=CC=CC=C1